(2s,3s)-4-(2-(5-cyclopropyl-4,7-difluoro-3,3-dimethyl-2-oxoindol-1-yl)acetamido)-2,3-dimethylbutyric acid C1(CC1)C=1C(=C2C(C(N(C2=C(C1)F)CC(=O)NC[C@H]([C@@H](C(=O)O)C)C)=O)(C)C)F